Cyanomethyl O-methyl-N-(2-((S)-5-oxo-1-(2,3,5-trifluorobenzyl)pyrrolidin-2-yl)acetyl)-L-threoninate CO[C@@H]([C@H](NC(C[C@H]1N(C(CC1)=O)CC1=C(C(=CC(=C1)F)F)F)=O)C(=O)OCC#N)C